(2S,4R)-1-(2-(3-acetyl-5-(pyridazin-4-yl)-1H-indol-1-yl)acetyl)-N-(5-(2-chlorophenyl)-1,2,4-oxadiazol-3-yl)-4-fluoropyrrolidine-2-carboxamide C(C)(=O)C1=CN(C2=CC=C(C=C12)C1=CN=NC=C1)CC(=O)N1[C@@H](C[C@H](C1)F)C(=O)NC1=NOC(=N1)C1=C(C=CC=C1)Cl